(2S)-2-amino-4-methyl-1-[(2R)-2-methyloxiranyl]-1-pentanone trifluoroacetate CC(C)C[C@@H](C(=O)[C@]1(CO1)C)N.C(=O)(C(F)(F)F)O